(+-)-4-(3-(2-chloro-5-(1H-pyrazol-5-yl)phenyl)-1,4-oxazepan-4-yl)-6-methyl-pyrimidin-2-amine ClC1=C(C=C(C=C1)C1=CC=NN1)[C@@H]1COCCCN1C1=NC(=NC(=C1)C)N |r|